NN(N)C1(CCCCC1)CCC N,N-diaminopropylcyclohexylamine